O=C(C(=O)OCC=CC1=CC=CC=C1)C 3-phenylallyl 2-oxopropanoate